tert-butyl 4-[6-(1-benzyloxycarbonyl-3,6-dihydro-2H-pyridin-4-yl)-3-pyridyl]piperazine-1-carboxylate C(C1=CC=CC=C1)OC(=O)N1CCC(=CC1)C1=CC=C(C=N1)N1CCN(CC1)C(=O)OC(C)(C)C